ribose-13C5 O=[13CH][13C@H](O)[13C@H](O)[13C@H](O)[13CH2]O